4-(2,3-bis(tetradecyloxy)propoxy)-4-oxobutanoic acid C(CCCCCCCCCCCCC)OC(COC(CCC(=O)O)=O)COCCCCCCCCCCCCCC